ClC=1C=CC=2C3=C(NC2C1)[C@@H](N1[C@@H](C3)C(N[C@H](C1=O)CC(=O)NC)=O)CC(C)C 2-((3S,6S,12aS)-9-chloro-6-isobutyl-1,4-dioxo-1,2,3,4,6,7,12,12a-octahydropyrazino[1',2':1,6]pyrido[3,4-b]indol-3-yl)-N-methylacetamide